3-(6-chloro-8-(2-(hydroxymethyl)thieno[3,2-b]pyridin-7-yl)-3,4-dihydroquinolin-1(2H)-yl)-4-methoxypyrrolidine-1-carboxylate ClC=1C=C2CCCN(C2=C(C1)C1=C2C(=NC=C1)C=C(S2)CO)C2CN(CC2OC)C(=O)[O-]